[Pt](=O)=O Platinic oxide